ClC=1C=C(C=CC1)C(C(C1=CC(=CC=C1)F)OC(NC(C(=O)NC(CC1C(NCC1)=O)C(C(=O)NC1CC1)=O)CC(C)C)=O)(C)C (1-((4-(cyclopropylamino)-3,4-dioxo-1-(2-oxopyrrolidin-3-yl)butan-2-yl)amino)-4-methyl-1-oxopentan-2-yl)carbamic acid 2-(3-chlorophenyl)-1-(3-fluorophenyl)-2-methylpropyl ester